C(CCCCCCCCCCCCCCCCCCCCCC)OCC(CNC1=CC=C(C=C1)O)O 4-[(3-tricosyloxy-2-hydroxy-propyl)amino]phenol